FC=1C=C(C(=O)NC=2SC(=CN2)C2=CC=C(C=C2)C(F)(F)F)C=C(C1O)C=O 3-fluoro-5-formyl-4-hydroxy-N-(5-(4-(trifluoromethyl)phenyl)thiazol-2-yl)benzamide